CC=1C=C(C=CC1NC1=NNC(=C1)C1=CC=C(C=C1)C=1C=NN(C1)C)O 3-methyl-4-((5-(4-(1-methyl-1H-pyrazol-4-yl)phenyl)-1H-pyrazol-3-yl)amino)phenol